9-chloro-1-methyl-1,10-phenanthroline-2(1H)-one ClC=1C=CC2=CC=C3C=CC(N(C3=C2N1)C)=O